thiodioxygen S([O])[O]